3-(3-methyl-1H-pyrazol-1-yl)propylamine hydrochloride Cl.CC1=NN(C=C1)CCCN